CC1(CCN(CC1)C=1OC2=C(C=C(C=C2C(C1)=O)C)C(C)NC1=C(C(=O)O)C=C(C=C1)CC)C 2-((1-(2-(4,4-dimethylpiperidin-1-yl)-6-methyl-4-oxo-4H-chromen-8-yl)ethyl)amino)-5-ethylbenzoic acid